5-methoxy-2-[[(4-methoxy-3,5-dimethyl-2-pyridinyl)methyl]sulfinyl]-1H-benzimidazole COC1=CC2=C(NC(=N2)S(=O)CC2=NC=C(C(=C2C)OC)C)C=C1